ClCC1=CC=C(C(=O)N(C)C)C=C1 4-(Chloromethyl)-N,N-dimethyl-benzamide